C(C)C1=NN2C(CCCC2)=C1C=O (2-ethyl-4,5,6,7-tetrahydropyrazolo[1,5-a]pyridin-3-yl)methanone